5-(((1s,3s)-3-(4-(1-(4-((2-(2-oxa-6-azaspiro[3.3]heptane-6-yl)pyrimidin-4-yl)methoxy)phenyl)cyclobutyl)phenoxy)cyclobutyl)amino)-2-(2,6-dioxopiperidin-3-yl)isoindoline-1,3-dione C1OCC12CN(C2)C2=NC=CC(=N2)COC2=CC=C(C=C2)C2(CCC2)C2=CC=C(OC1CC(C1)NC=1C=C3C(N(C(C3=CC1)=O)C1C(NC(CC1)=O)=O)=O)C=C2